(E)-2-(1,2-dihydronaphthalen-5-yl)-3-methylcyclohex-2-en-1-one-O-methyloxime CO\N=C/1\C(=C(CCC1)C)C1=C2C=CCCC2=CC=C1